Cl.Cl.Cl.N1N=CC=2CCCCC12 4,5,6,7-tetrahydro-1H-indazole trihydrochloride